[4-[[3-(2,3-difluoro-4-methoxyphenyl)imidazo[1,2-a]pyrazin-8-yl]amino]-2-methylphenyl]-[4-[(3R,4S)-3-hydroxypiperidine-4-carbonyl]piperazin-1-yl]methanone hydrochloride Cl.FC1=C(C=CC(=C1F)OC)C1=CN=C2N1C=CN=C2NC2=CC(=C(C=C2)C(=O)N2CCN(CC2)C(=O)[C@@H]2[C@H](CNCC2)O)C